2-ammonio-2-methyl-propandiol [NH3+]C(C(O)O)(C)C